ETHYLENE GLYCOL MONOBUTYL ETHER C(CCC)OCCO